6-[3-chloro-4-hydroxy-2-(methoxymethyloxy)phenyl]-5-methyl-4,5-dihydro-2H-pyridazin-3-one ClC=1C(=C(C=CC1O)C=1C(CC(NN1)=O)C)OCOC